Urea carbonate C(O)(O)=O.NC(=O)N